BrC1=CC2=C(N=C(N=C2)SC)N=C1NCC1CC1 6-bromo-N-(cyclopropylmethyl)-2-(methylthio)pyrido[2,3-d]pyrimidin-7-amine